4-[(2,6-dichloro-4-pyridinyl)-hydroxy-methyl]benzoic acid methyl ester COC(C1=CC=C(C=C1)C(O)C1=CC(=NC(=C1)Cl)Cl)=O